2-(2-(cyclopropylmethyl)-5-(3-((3,3-difluorocyclobutyl)ethynyl)-4-fluorophenyl)-1-(3-fluoro-4-sulfamoylbenzyl)-1H-pyrrol-3-yl)thiazole-4-carboxylic acid C1(CC1)CC=1N(C(=CC1C=1SC=C(N1)C(=O)O)C1=CC(=C(C=C1)F)C#CC1CC(C1)(F)F)CC1=CC(=C(C=C1)S(N)(=O)=O)F